COC1=CC(=NC=C1)C1=NC=CC(=C1)OC 4,4'-dimethoxybipyridine